N-(1-phenethylpiperidin-4-yl)-N-phenyl-2-(thiophen-3-yl)acetamide C(CC1=CC=CC=C1)N1CCC(CC1)N(C(CC1=CSC=C1)=O)C1=CC=CC=C1